O1CCN(CC1)CCCC(=O)NC=1C=CC=C2C(=CC=NC12)C(=O)OC methyl 8-(4-morpholinobutanamido)quinoline-4-carboxylate